1-(2-(5-(2-chloro-4-methoxyphenyl)isoindolin-2-yl)-2-oxoethyl)-1H-1,2,4-triazole-3-carbonitrile ClC1=C(C=CC(=C1)OC)C=1C=C2CN(CC2=CC1)C(CN1N=C(N=C1)C#N)=O